CC1=CC=C(C=2SC3=CC=CC=C3C(C12)=O)C 1,4-dimethylthioxanthen-9-one